COC=1C=C(CN2C(N3C(C4=C2C=C(C=N4)N4CCOCC4)=NCC3CC(C)(C)C)=O)C=C(C1)OC 6-(3,5-dimethoxybenzyl)-3-(2,2-dimethylpropyl)-8-(morpholin-4-yl)-2,6-dihydroimidazo[1,2-c]pyrido[2,3-e]pyrimidin-5(3H)-one